5-(1,4,5,6-tetrahydrocyclopenta[c]pyrazol-3-yl)-3-(1-(o-tolyl)cyclopropyl)-1,2,4-oxadiazole N1N=C(C2=C1CCC2)C2=NC(=NO2)C2(CC2)C2=C(C=CC=C2)C